CCC(CCCCCCCCCCCCC(CCC)O)O nonadecane-3,16-diol